4-{3-azabicyclo[3.1.0]hex-3-yl}-2-chloro-3-cyanobenzoic acid methyl ester COC(C1=C(C(=C(C=C1)N1CC2CC2C1)C#N)Cl)=O